FC(C1C(C(C(C(C1C(F)(F)F)=O)C(F)(F)F)C(F)(F)F)=O)(F)F 2,3,5,6-tetrakis(trifluoromethyl)cyclohexane-1,4-dione